1-(1-((5-(3,6-dihydro-2H-thiopyran-4-yl)pyridin-3-yl)sulfonyl)-5-(2-fluorophenyl)-1H-pyrrol-3-yl)-N-methyl-methylamine S1CCC(=CC1)C=1C=C(C=NC1)S(=O)(=O)N1C=C(C=C1C1=C(C=CC=C1)F)CNC